CC1=C(C=2N(C=C1C1=C(C=3C(=CN=C(C3F)N3CCN(CC3)CC(C)(O)C)N1)C(C)C)N=CN2)C 1-(4-(2-(7,8-dimethyl-[1,2,4]triazolo[1,5-a]pyridin-6-yl)-4-fluoro-3-isopropyl-1H-pyrrolo[2,3-c]pyridin-5-yl)piperazin-1-yl)-2-methylpropan-2-ol